ClC1=CC(=C(C(=O)NC2CC2)C=C1C=1C=NN(C1)C1=CN=C2N1C=CN=C2)F 4-chloro-N-cyclopropyl-2-fluoro-5-(1-imidazo[1,2-a]pyrazin-3-yl-1H-pyrazol-4-yl)-benzamide